12-Chloro-9-(2-fluorophenyl)-2,3,8-triazatricyclo[8.4.0.02,6]tetradeca-1(10),3,5,8,11,13-hexaene-5-carboxylic acid ClC1=CC=2C(=NCC3=C(C=NN3C2C=C1)C(=O)O)C1=C(C=CC=C1)F